C(CCCCC)C=1C=C2C=CC=NC2=CC1 6-hexylquinolin